C(C)(C)(C)OC(N[C@@H]1C[C@H](C1)OC1=C2C=NN(C2=CC(=C1)C1=C(C=C(C(=C1)F)OCC1=CC=CC=C1)CC)C1OCCCC1)=O trans-tert-butyl(3-((6-(4-(benzyloxy)-2-ethyl-5-fluorophenyl)-1-(tetrahydro-2H-pyran-2-yl)-1H-indazol-4-yl)oxy)cyclobutyl)carbamate